9-heptadecyl-8-(((1R,3S)-3-hydroxycyclohexyl)amino)octanoate CCCCCCCCC(CCCCCCCC)OC(CCCCCCCN[C@H]1C[C@H](CCC1)O)=O